C1(=CC(=CC=C1)C1CCN(CC1)C(=O)NC1(CCN2CCC1CC2)C)C2=CC=CC=C2 4-([1,1'-biphenyl]-3-yl)-N-(4-methyl-1-azabicyclo[3.2.2]non-4-yl)piperidine-1-carboxamide